7-Chloro-3-(2-fluoro-6-methyl-phenyl)-1-(4-piperidyl)-4H-pyrido[4,3-d]pyrimidin-2-one ClC1=CC=2N(C(N(CC2C=N1)C1=C(C=CC=C1C)F)=O)C1CCNCC1